6-hydroxy-4,4-dimethyl-3,4-dihydroisoquinolin-1(2H)-one OC=1C=C2C(CNC(C2=CC1)=O)(C)C